tert-butyl 4-(((6-chloropyridin-3-yl)oxy)methyl)piperidine-1-carboxylate ClC1=CC=C(C=N1)OCC1CCN(CC1)C(=O)OC(C)(C)C